3,4-dihydro-2H-1,4-benzothiazine-4-carboxylic acid tert-butyl ester C(C)(C)(C)OC(=O)N1CCSC2=C1C=CC=C2